FC=1C=C(C=CC1)CNC(=O)C1CCN(CC1)C(C)C1=CC=C(C2=CC=CC=C12)C#CC1CCN(CC1)CCCCC(=O)OC(C)(C)C tert-butyl 5-[4-[2-[4-[1-[4-[(3-fluorophenyl)methylcarbamoyl]-1-piperidyl]ethyl]-1-naphthyl]ethynyl]-1-piperidyl]pentanoate